methoxynicotinic acid COC1=C(C(=O)O)C=CC=N1